(2S)-4-[(4-chlorophenyl)carbamoyl]-2-({[(9H-fluoren-9-yl)methoxy]carbonyl}amino)butanoic acid ClC1=CC=C(C=C1)NC(=O)CC[C@@H](C(=O)O)NC(=O)OCC1C2=CC=CC=C2C=2C=CC=CC12